2,2'-dihydroxyl-3'-(hydroxymethyl)-[1,1'-binaphthyl]-3-formaldehyde OC1=C(C2=CC=CC=C2C=C1C=O)C1=C(C(=CC2=CC=CC=C12)CO)O